[B].FC=1C(=C(C(=C(C1)F)F)F)F.FC=1C(=C(C(=C(C1)F)F)F)F.FC=1C(=C(C(=C(C1)F)F)F)F tri(pentafluorobenzene) boron